tert-butyl (7-((3aR,4R,6R,6aR)-6-(azidomethyl)-2,2-dimethyltetrahydrofuro[3,4-d][1,3]dioxol-4-yl)-5-methyl-7H-pyrrolo[2,3-d]pyrimidin-4-yl)(methyl)carbamate N(=[N+]=[N-])C[C@H]1O[C@H]([C@H]2[C@@H]1OC(O2)(C)C)N2C=C(C1=C2N=CN=C1N(C(OC(C)(C)C)=O)C)C